C(C)(C)(C)OC(=O)NC(CC(=O)OCC)COC[C@H](C)NC=1C=NN(C(C1C(F)(F)F)=O)COCC[Si](C)(C)C ethyl 3-((tert-butoxycarbonyl)amino)-4-((S)-2-((6-oxo-5-(trifluoromethyl)-1-((2-(trimethylsilyl)ethoxy)methyl)-1,6-dihydropyridazin-4-yl)amino)propoxy)butanoate